3-(2,6-dichloro-3,5-dimethoxyphenyl)-7-(1-methyl-1H-pyrazol-4-yl)-1-(tetrahydrofuran-3-yl)-1,6-naphthyridin-2(1H)-one ClC1=C(C(=C(C=C1OC)OC)Cl)C=1C(N(C2=CC(=NC=C2C1)C=1C=NN(C1)C)C1COCC1)=O